C1(CC1)C1=CN=CC(=N1)NC=1C(=NOC1C1=CC=C(C(=N1)C)NC(=O)C1C(CCCC1)C(=O)O)C 2-((6-(4-((6-cyclopropylpyrazin-2-yl)amino)-3-methylisoxazol-5-yl)-2-methylpyridin-3-yl)carbamoyl)cyclohexane-1-carboxylic acid